8-bromo-3-cyclopropyl-2-mercapto-6-methyl-4H-pyrano[2,3-c]pyridin-4-one-5-d BrC1=NC(=C(C2=C1OC(=C(C2=O)C2CC2)S)[2H])C